1-(4-{[6-(2-chlorophenyl)-5-oxo-5,6-dihydroimidazo[1,2-a]pyrimido[5,4-e]pyrimidin-2-yl]amino}phenyl)piperidine-4-carboxamide ClC1=C(C=CC=C1)N1C=2N(C3=C(C1=O)C=NC(=N3)NC3=CC=C(C=C3)N3CCC(CC3)C(=O)N)C=CN2